C(C1=CC=CC=C1)N(C(OC(C)(C)C)=O)C1=NC(=NN2C1=CC=C2[N+](=O)[O-])N2C(=CC1=C(C=CC=C21)C#N)C tert-butyl benzyl(2-(4-cyano-2-methyl-1H-indol-1-yl)-7-nitropyrrolo[2,1-f][1,2,4]triazin-4-yl)carbamate